2-(4-(2-benzyl-2H-tetrazol-5-yl)phenyl)ethylamine C(C1=CC=CC=C1)N1N=C(N=N1)C1=CC=C(C=C1)CCN